C(C)(C)(C)C1=NC=CC(=N1)C=1NC2=CC=C(C=C2C1)S(=O)(=O)C(C(=O)O)(C)C 2-((2-(2-(tert-Butyl)pyrimidin-4-yl)-1H-indol-5-yl)sulfonyl)-2-methylpropanoic acid